N[C@@H](C(C)C)C(=O)[NH-] valinyl-amide